4-amino-3-chloro-5-fluoro-6-(7-fluoro-indol-6-yl)pyridine-2-carboxylic acid ethyl ester C(C)OC(=O)C1=NC(=C(C(=C1Cl)N)F)C1=CC=C2C=CNC2=C1F